7-[(3-fluoro-2-pyridinyl)oxy]-4-methyl-3-[(2-methylsulfonyl-isoindolin-5-yl)methyl]chromen-2-one FC=1C(=NC=CC1)OC1=CC=C2C(=C(C(OC2=C1)=O)CC=1C=C2CN(CC2=CC1)S(=O)(=O)C)C